2-(cyclopropylmethyl)-7-isopropyl-5H-pyrazolo[3,4-d]pyridazin-4-one C1(CC1)CN1N=C2C(=NNC(C2=C1)=O)C(C)C